(S)-tert-butyl 2-(2-(2-(2-hydroxypropan-2-yl)isonicotinyl)-6-(3-methyl-1H-pyrrolo[2,3-b]pyridin-5-yl)-1,2,3,4-tetrahydroisoquinolin-8-yl)pyrrolidine-1-carboxylate OC(C)(C)C=1C=C(CN2CC3=C(C=C(C=C3CC2)C=2C=C3C(=NC2)NC=C3C)[C@H]3N(CCC3)C(=O)OC(C)(C)C)C=CN1